[Si](C)(C)(C(C)(C)C)OCC1=CC(=C(O[C@H]2[C@@H]([C@H]([C@@H]([C@H](O2)C(=O)O)O)O)O)C=C1)[N+](=O)[O-] (2S,3S,4S,5R,6S)-6-(4-{[(tert-butyldimethylsilyl)oxy]methyl}-2-nitrophenoxy)-3,4,5-trihydroxyoxane-2-carboxylic acid